[Cl-].CC1=[NH+]C=C(N=C1)C 2,5-dimethylpyrazinium chloride